COC(=O)[C@H]1C[C@@H](CCC1)N(C(=O)OC(C)(C)C)C(=O)OC(C)(C)C (1R,3R)-3-[bis(t-butoxycarbonyl)amino]cyclohexanecarboxylic acid methyl ester